Cl.CNOC N,O-dimethyl-hydroxylamine HCl